FC=1C=C2C(=CNC(C2=CC1F)=O)C(C)N(C(=O)[C@@H]1NCC2=CC=CC=C2C1)C (3R)-N-(1-(6,7-Difluoro-1-oxo-1,2-dihydroisoquinolin-4-yl)ethyl)-N-methyl-1,2,3,4-tetrahydroisoquinoline-3-carboxamide